C1C(CC2=CC=CC=C12)C(=O)N 2,3-dihydro-1H-indene-2-carboxamide